C(C)[N+]1(CC(CC(C1)CC)CC)CC 1,1,3,5-tetraethylpiperidinium